(S)-N-(2-oxo-2-((6-(trifluoromethoxy)benzo[d]thiazol-2-yl)amino)ethyl)azetidine-2-carboxamide O=C(CNC(=O)[C@H]1NCC1)NC=1SC2=C(N1)C=CC(=C2)OC(F)(F)F